N(=[N+]=[N-])C1=C(C=CC=C1)CN (2-azidophenyl)methylamine